1,2-Diazido-11-bromoundecane N(=[N+]=[N-])CC(CCCCCCCCCBr)N=[N+]=[N-]